tert-butyl 4-((1-benzyl-1H-pyrazol-3-yl)(hydroxy)methyl)-4-(hydroxymethyl)piperidine-1-carboxylate C(C1=CC=CC=C1)N1N=C(C=C1)C(C1(CCN(CC1)C(=O)OC(C)(C)C)CO)O